C(C)(CC)C1C(NC2=C(CN1C(=O)N1CC(CC1)C(=O)N(C)C)C=CC=C2)=O 1-(3-(sec-butyl)-2-oxo-2,3,4,5-tetrahydro-1H-benzo[1,4]diazepine-4-carbonyl)-N,N-dimethylpyrrolidine-3-carboxamide